COC(C1=CC(=CC(=C1)OC)NCC1=CN=CN1CC)=O 3-(((1-ethyl-1H-imidazol-5-yl)methyl)amino)-5-methoxybenzoic acid methyl ester